OC1C(CC12CCN(CC2)C(CN2C(CCC2)=O)=O)C2N1C(C=3C=CC=CC23)=CN=C1 1-[2-[3-Hydroxy-2-(5H-imidazo[1,5-b]isoindol-5-yl)-7-azaspiro[3.5]nonan-7-yl]-2-oxo-ethyl]-pyrrolidin-2-on